N-SULFONYL-CARBOXAMIDE S(=O)(=O)=NC=O